4,5-dihydro-2-methyl-3(2H)-furanone CC1OCCC1=O